CN(CCC(COC1=C(C=CC=C1)CCC1=CC(=CC=C1)OC)OC(C(C(=O)O)(F)F)CC=O)C ((4-(dimethylamino)-1-(2-(3-methoxyphenethyl)phenoxy)butan-2-yl)oxy)-2,2-difluoro-5-oxopentanoic acid